FC=1C=C2C(NCN(C2=CC1)CC(C)C)=O 6-fluoro-1-isobutyl-2,3-dihydroquinazolin-4(1H)-one